1,8-di(bicyclo[2.2.1]hept-5-en-2-yl)octane C12C(CC(C=C1)C2)CCCCCCCCC2C1C=CC(C2)C1